1-Ethyl-5,6-difluoro-2-(4-(trifluoromethyl)pyrimidin-5-yl)-1H-benzo[d]imidazol C(C)N1C(=NC2=C1C=C(C(=C2)F)F)C=2C(=NC=NC2)C(F)(F)F